FC1=C(C(=C(C=C1)C1C(OC(C1C)(C(F)(F)F)C)C(=O)N)OCCOC)C 3-(4-fluoro-2-(2-methoxyethoxy)-3-methylphenyl)-4,5-dimethyl-5-(trifluoromethyl)tetrahydrofuran-2-carbonylAmine